CC1(CCC(CC1)(O)C1=CC=C(C=C1)B1OC(C(O1)(C)C)(C)C)C 4,4-dimethyl-1-(4-(4,4,5,5-tetramethyl-1,3,2-dioxaborolan-2-yl)phenyl)-cyclohexan-1-ol